(S)-3-((benzyloxy)methyl)-2-azaspiro[4.4]nonane-2-carboxylic acid tert-butyl ester C(C)(C)(C)OC(=O)N1CC2(C[C@H]1COCC1=CC=CC=C1)CCCC2